tert-butyl 6-(cyclohexen-1-yl)-4-methyl-3,4-dihydro-2H-pyridine-1-carboxylate C1(=CCCCC1)C1=CC(CCN1C(=O)OC(C)(C)C)C